4-(benzyloxy)-1H-indole-2-carboxylic acid C(C1=CC=CC=C1)OC1=C2C=C(NC2=CC=C1)C(=O)O